(2S)-2-methoxypropan COC(C)C